Cl.CN1N=C2C(=CC(=CC2=C1)C1=CC2=C(C=N1)N=C(S2)C2CCNCC2)C 6-(2,7-dimethyl-2H-indazol-5-yl)-2-(piperidin-4-yl)[1,3]thiazolo[4,5-c]pyridine hydrochloride